FC1(CN(CC[C@H]1NC1=NN2C(C(=N1)OC)=C(C(=C2)F)C=2C=CC1=C(N(N=N1)[C@H](C(F)F)C)C2)C)F N-((R)-3,3-difluoro-1-methylpiperidin-4-yl)-5-(1-((S)-1,1-difluoropropan-2-yl)-1H-benzo[d][1,2,3]triazol-6-yl)-6-fluoro-4-methoxypyrrolo[2,1-f][1,2,4]triazin-2-amine